ClCC(C)[Si](OCC)(OCC)OCC 2-chloro-1-methylethyltriethoxysilane